methyl 2-(3,3',4'-trifluoro-[1,1'-biphenyl]-4-yl)acetate FC=1C=C(C=CC1CC(=O)OC)C1=CC(=C(C=C1)F)F